N1C(=NC2=C1C=CC=C2)CNC2=NN(C1=NC(=CN=C12)C1CC1)C(C)C N-[(1H-benzimidazol-2-yl)methyl]-6-cyclopropyl-1-(propan-2-yl)-1H-pyrazolo[3,4-b]pyrazin-3-amine